tert-butyl-2,5-diaza-bicyclo[2.2.2]octane-2-carboxylate C(C)(C)(C)OC(=O)N1C2CNC(C1)CC2